3-(4-Fluoro-2-methylphenoxy)-N-(2-methyl-6-oxo-1,6-dihydropyridin-3-yl)-6-(trifluoromethyl)pyridazine-4-carboxamide FC1=CC(=C(OC=2N=NC(=CC2C(=O)NC2=C(NC(C=C2)=O)C)C(F)(F)F)C=C1)C